COC1=CC=C(C=C1)CNCC#N 2-[(4-methoxyphenyl)methylamino]acetonitrile